CC=1C=C(C=CC1OC(F)(F)F)C1CN(C1)C(=O)N1C[C@@H]2[C@@H](OCC(N2)=O)CC1 (4aR,8aS)-6-(3-(3-Methyl-4-(trifluoromethoxy)phenyl)azetidine-1-carbonyl)hexahydro-2H-pyrido[4,3-b][1,4]oxazin-3(4H)-one